C1(CCCCC1)NCCCCCCCNC=1C=CC=C2C(=NN(C12)C)C1C(NC(CC1)=O)=O 3-(7-((7-(cyclohexylamino)heptyl)amino)-1-methyl-1H-indazol-3-yl)piperidine-2,6-dione